N1(CCOCC1)CCOC=1C=C(C=CC1)C(C)=O 1-{3-[2-(Morpholine-4-yl)ethoxy]phenyl}ethane-1-one